NC1=C2C(=NC=N1)N(N=C2C(F)F)C(C)C=2C(=C(C(=C(C2)Cl)F)C2CN(C2)C(=O)OC(C)(C)C)OC tert-Butyl 3-(3-{1-[4-amino-3-(difluoromethyl)-1H-pyrazolo[3,4-d]pyrimidin-1-yl]ethyl}-5-chloro-6-fluoro-2-methoxyphenyl)azetidine-1-carboxylate